N,N'-diphenyl-N,N'-bis-(1-naphthyl)-9,9'-spirobifluorene-2,7-diamine C1(=CC=CC=C1)N(C1=CC=2C3(C4=CC(=CC=C4C2C=C1)N(C1=CC=CC2=CC=CC=C12)C1=CC=CC=C1)C1=CC=CC=C1C=1C=CC=CC13)C1=CC=CC3=CC=CC=C13